(S)-2-(4-(4-chlorophenyl)-2,3,9-trimethyl-6H-isoxazolo[5,4-c]thieno[2,3-e]azepin-6-yl)acetamide ClC1=CC=C(C=C1)C=1C2=C(C3=C([C@@H](N1)CC(=O)N)ON=C3C)SC(=C2C)C